ClC1=CC(=C(C=C1Cl)C(NS(=O)C(C)(C)C)[C@H]1CN(CCC1)C(=O)[C@@H]1OC(OC1)(C)C)OCC=C N-[[4,5-dichloro-2-(prop-2-en-1-yloxy)phenyl][(3R)-1-[(4R)-2,2-dimethyl-1,3-dioxolane-4-carbonyl]piperidin-3-yl]methyl]-2-methylpropane-2-sulfinamide